C(C)OC(CC(=O)C1=CC(=CC=C1)NC(=O)C=1OC=CC1)=O.BrC=1C=C2C(=CNC2=CC1)C=1SC=C(N1)C(=O)NN=CC1=CC=CC2=CC=CC=C12 2-(5-bromo-1H-indol-3-yl)-N'-(naphthalen-1-ylmethylene)thiazole-4-carbohydrazide ethyl-3-(3-(furan-2-carboxamido)phenyl)-3-oxopropionate